CC1=C(C(CC=C1)(C)C)C=O 2,6,6-trimethylcyclohexa-1,3-diene-1-formaldehyde